diethyl phthalate (diethylbenzene-1,2-dicarboxylate) C(C)C=1C(=C(C(=CC1)C(=O)O)C(=O)O)CC.C(C=1C(C(=O)OCC)=CC=CC1)(=O)OCC